(3-fluoro-5-methoxy-4-pyridyl)methanone FC=1C=NC=C(C1C=O)OC